Chloro-4-((4,4-difluoro-3-methylpiperidin-1-yl)methyl)-6-(trifluoromethyl)pyridine ClC1=NC(=CC(=C1)CN1CC(C(CC1)(F)F)C)C(F)(F)F